3-[[[[1-(2-aminoethyl)-2,2-dimethylpropoxy]carbonyl]oxy]methyl]-2-methyl-1-[(2,3,4,9-tetrahydro-9-methyl-4-oxo-1H-carbazol-3-yl)methyl]-1H-imidazolium chloride hydrochloride Cl.[Cl-].NCCC(C(C)(C)C)OC(=O)OC[N+]1=C(N(C=C1)CC1CCC=2N(C3=CC=CC=C3C2C1=O)C)C